FC1=C(C=CC=C1C(F)(F)F)[C@@H](C)NC(=O)C1=CNC(C=C1NC1[C@@H]2CN(C[C@H]12)C)=O N-((R)-1-(2-fluoro-3-(trifluoromethyl)phenyl)ethyl)-4-(((1R,5S,6s)-3-methyl-3-azabicyclo[3.1.0]hexan-6-yl)amino)-6-oxo-1,6-dihydropyridine-3-carboxamide